(R)-4-((1-(3-(difluoromethyl)-2-fluorophenyl)ethyl)amino)-8-methyl-6-(1-oxidotetrahydro-2H-thiopyran-4-yl)pyrido[2,3-d]pyrimidin-7(8H)-one FC(C=1C(=C(C=CC1)[C@@H](C)NC=1C2=C(N=CN1)N(C(C(=C2)C2CCS(CC2)=O)=O)C)F)F